tert-butyl 7-formyl-3,4-dihydroisoquinoline-2(1H)-carboxylate C(=O)C1=CC=C2CCN(CC2=C1)C(=O)OC(C)(C)C